C(C)(C)(C)OC(=O)N1C2(CC(CC1(CC2)C)N(C=2N=NC(=CC2)C=2C=CC(=C1C=NNC21)C=2C=NN(C2)C2OCCCC2)C)C tert-butyl-1,5-dimethyl-3-[methyl(6-[4-[1-(oxan-2-yl)pyrazol-4-yl]-1H-indazol-7-yl]pyridazin-3-yl)amino]-8-azabicyclo[3.2.1]octane-8-carboxylate